(-)-2-ethyl-4,4-dimethyl-1,3-oxathiolane C(C)C1OCC(S1)(C)C